(S)-(1-((4-((3-fluorobenzyl)oxy)benzyl)amino)-1-oxobut-2-yl)carbamic acid tert-butyl ester C(C)(C)(C)OC(N[C@H](C(=O)NCC1=CC=C(C=C1)OCC1=CC(=CC=C1)F)CC)=O